C(C)(C)(C)[Si](C1=CC=CC=C1)(C1=CC=CC=C1)OCC1OC=CCC1 tert-butyl-(3,4-dihydro-2H-pyran-2-ylmethoxy)-diphenyl-silane